Cl.CC1C(C1)N 2-methylcyclopropan-1-amine hydrochloride